C1=C(C=CC2=CC=CC=C12)C1=C2C=CC=CC2=C(C2=CC=CC=C12)C1=CC2=C(OC3=C2C=CC=C3)C=C1 2-(10-(Naphthalen-2-yl)anthracen-9-yl)dibenzo[b,d]furan